C(C)OP(N(C(C)C)C(C)C)N(C(C)C)C(C)C ethyl-N,N,N',N'-tetraisopropylphosphorodiamidite